S1C=NC2=C1C=CC(=C2)NC2=NC=NC1=CC(=C(C=C21)OC2CCN(CC2)C(C=C)=O)OC 1-(4-((4-(benzo[d]thiazol-5-ylamino)-7-methoxyquinazolin-6-yl)oxy)piperidin-1-yl)prop-2-en-1-one